methyl 1-(1-(fluoromethyl)cyclopropyl)-4-hydroxy-6-oxo-1,6-dihydropyridine-3-carboxylate FCC1(CC1)N1C=C(C(=CC1=O)O)C(=O)OC